C(C)(=O)C=1C(=C(C(=CC1N)F)C1=CC(=C(C(=C1)F)F)C(=O)OC)F methyl 3'-acetyl-4'-amino-2',4,5,6'-tetrafluoro-[1,1'-biphenyl]-3-carboxylate